NCCNC1=CC=NC=C1 4-(2-aminoethyl)aminopyridine